(2,3-dimethyl-2H-thieno[2,3-c]pyrazol-5-yl)methanone CN1N=C2C(=C1C)C=C(S2)C=O